C(CC(=O)[O-])(=O)OCC 1-O-ethyl 1-malonate